C(C1=CC=CC=C1)OC1=CC=C2C(=C([N+](=CC2=C1)[O-])C1CCOCC1)C1=CC(=NC=C1)C 7-benzyloxy-4-(2-methyl-4-pyridyl)-2-oxido-3-tetrahydropyran-4-yl-isoquinolin-2-ium